2-[4-Chloro-5-[(3R,4R)-3-methyl-1-tetrahydropyran-4-ylsulfonyl-4-piperidyl]-1H-imidazol-2-yl]-5-fluoro-pyridine ClC=1N=C(NC1[C@H]1[C@H](CN(CC1)S(=O)(=O)C1CCOCC1)C)C1=NC=C(C=C1)F